ethyl 3-(2-(3-isopropoxyphenyl)-1,2,3,4-tetrahydroisoquinolin-6-yl)propanoate C(C)(C)OC=1C=C(C=CC1)N1CC2=CC=C(C=C2CC1)CCC(=O)OCC